BrC1=CC2=CN(N=C2C=C1OC(C)C)C1CCN(CC1)C(=O)OC(C)(C)C tert-butyl 4-(5-bromo-6-isopropoxy-2H-indazol-2-yl)piperidine-1-carboxylate